ClC1=C2N(C(C(=C1)NC=1C3=C(N=CN1)C=CN=C3)=O)C(NC2=O)(C)C 8-chloro-3,3-dimethyl-6-(pyrido[4,3-d]pyrimidin-4-ylamino)-2,3-dihydroimidazo[1,5-a]pyridine-1,5-dione